8-(Acetamidomethyl)-N-(2-bromo-3-fluoropyridin-4-yl)-11,11-difluoro-3,4,8,9,10,11-hexahydro-1H-pyrido[4',3':3,4]pyrazolo[1,5-a]azepine-2(7H)-carboxamide C(C)(=O)NCC1CCC(C=2N(C1)N=C1C2CN(CC1)C(=O)NC1=C(C(=NC=C1)Br)F)(F)F